(benzofuran-3-yl)-1-(methylsulfanyl-methyl)pyrazolo[4,3-c]pyridine-6-carboxamide O1C=C(C2=C1C=CC=C2)C2=NN(C1=C2C=NC(=C1)C(=O)N)CSC